(R)-8-(3-chlorophenoxy)-N-((1R,5s,8s)-3-(6-methoxypyridazin-4-yl)-3-azabicyclo[3.2.1]oct-8-yl)-5,6,7,8-tetrahydro-[1,2,4]triazolo[1,5-a]pyridin-2-amine ClC=1C=C(O[C@H]2C=3N(CCC2)N=C(N3)NC3[C@H]2CN(C[C@@H]3CC2)C2=CN=NC(=C2)OC)C=CC1